C(C)N(C=O)C1=CSC(=C1)C1=NC=NC(=C1)NCCN1C(=CC2=C(C=CC(=C12)F)OC)C N-Ethyl-N-(5-{6-[2-(7-fluoro-4-methoxy-2-methyl-indol-1-yl)-ethylamino]-pyrimidin-4-yl}-thiophen-3-yl)-formamid